4-methyl-bicyclo[2.2.2]oct-2-ene-carboxylic acid CC12C=CC(CC1)(CC2)C(=O)O